1-acryl-3-(4-(trifluoromethyl)styryl)azetidine-3-carbonitrile C(=O)(C=C)N1CC(C1)(C#N)C=CC1=CC=C(C=C1)C(F)(F)F